(4-(4-cyanopyridin-3-yl)-2-(3-(methoxymethyl)azetidin-1-yl)phenyl)-2-(2-fluoro-6-methoxyphenyl)pyrimidine-4-carboxamide C(#N)C1=C(C=NC=C1)C1=CC(=C(C=C1)C=1C(=NC(=NC1)C1=C(C=CC=C1OC)F)C(=O)N)N1CC(C1)COC